CC1=C(C=CC(=C1)N1CCN(CC1)C)NC(CNC(=O)C1CCC1)C N-(2-((2-methyl-4-(4-methylpiperazin-1-yl)phenyl)amino)propyl)cyclobutanecarboxamide